(3R)-3-({7-bromo-2-[1-(cyclopropylmethyl)-1H-pyrazol-4-yl][1,2,4]triazolo[1,5-c]quinazolin-5-yl}amino)azepan-2-one BrC1=CC=CC=2C=3N(C(=NC12)N[C@H]1C(NCCCC1)=O)N=C(N3)C=3C=NN(C3)CC3CC3